tert-Butyl (NE)-N-[(4S)-1-{(1S*,3S*)-3-[tert-butyl(dimethyl)silyl]oxy-4,4-difluoro-cyclohexyl}-4-(2-chloro-3-iodophenyl)-4-methyl-6-oxohexahydropyrimidin-2-ylidene]-carbamate [Si](C)(C)(C(C)(C)C)O[C@H]1C[C@H](CCC1(F)F)N1\C(\N[C@](CC1=O)(C)C1=C(C(=CC=C1)I)Cl)=N\C(OC(C)(C)C)=O |o1:8,10|